C(C1=CC=CC=C1)NC(=O)C=1C=NC(=C(C1)C)N1CC=2C=CC=NC2CC1 N-benzyl-6-(7,8-dihydro-5H-1,6-naphthyridin-6-yl)-5-methyl-pyridine-3-carboxamide